[Na].[K].[Bi] Bismuth potassium sodium